C(CC)OCOCCCC(CC(CC(C)[Li])C)C 8-propoxymethoxy-1,3,5-trimethyloctyl-lithium